C(C=1C=C(C)C=CC1)C=1C=C(C)C=CC1 3,3'-methyleneditoluene